2-bromo-N-(5-methylthiazol-2-yl)acetamide BrCC(=O)NC=1SC(=CN1)C